COCCCOC(C(=O)O)C (3-methoxy-propoxy)propanoic acid